BrC1=CC=C2CCC[C@]3(CC4=NC(=CC(=C4CO3)Cl)OC[C@]34CCCN4C[C@@H](C3)F)C2=C1 |&1:8| (SR)-7-bromo-4'-chloro-2'-(((2R,7aS)-2-fluorotetrahydro-1H-pyrrolizin-7a(5H)-yl)methoxy)-3,4,5',8'-tetrahydro-2H-spiro[naphthalene-1,7'-pyrano[4,3-b]pyridine]